CN(C1=CC=C(C(=O)OCC)C=C1)C 4-(dimethylamino)benzoic acid, ethyl ester